OC1=C(C=C(C=C1)NC(=O)C1=CC(=C(C=C1)C1=CC=C(C=C1)C(F)(F)F)N1CCOCC1)NS(=O)(=O)C N-(4-hydroxy-3-(methylsulfonylamino)phenyl)-2-morpholino-4'-(trifluoromethyl)-[1,1'-biphenyl]-4-carboxamide